ClC=1C=CC(=C(C1)C1=CC=C2C(=NC(=NC2=C1F)OC[C@H]1N(CCC1)C)N1C[C@@H](N(CC1)C(=O)OCC1=CC=CC=C1)CC#N)OC(F)(F)F Benzyl (S)-4-(7-(5-chloro-2-(trifluoromethoxy)phenyl)-8-fluoro-2-(((S)-1-methylpyrrolidin-2-yl)methoxy)quinazolin-4-yl)-2-(cyanomethyl)piperazine-1-carboxylate